5-(6-Fluoro-1-p-toluenesulfonyl-1H-indol-4-yl)-4-isopropyl-1H-pyrrole-2-carboxylic acid methyl ester COC(=O)C=1NC(=C(C1)C(C)C)C1=C2C=CN(C2=CC(=C1)F)S(=O)(=O)C1=CC=C(C)C=C1